N1(CCOCC1)C(=O)C=1C=NC(=NC1)NC1CC2(C1)CN(CC2)C(=O)OC(C)(C)C tert-butyl 2-((5-(morpholine-4-carbonyl)pyrimidin-2-yl)amino)-6-azaspiro[3.4]octane-6-carboxylate